O[C@H]1CC[C@H](CCC1)C=1C=C2C(=NC1)NC(N2C2CCN(CC2)C(C2=CC=C(C=C2)OC(F)(F)F)=O)=O |r| (rac)-cis-6-(4-hydroxycycloheptyl)-1-[1-[4-(trifluoromethoxy)benzoyl]-4-piperidyl]-3H-imidazo[4,5-b]pyridin-2-one